The molecule is an N-acyl-L-alpha-amino acid anion that is the conjugate base of carnosine, obtained by deprotonation of the carboxy group. It is a conjugate base of a carnosine and a carnosine zwitterion. C1=C(NC=N1)C[C@@H](C(=O)[O-])NC(=O)CCN